C(C)N=C=NC(CS(=O)(=O)[O-])(C)C 2-(((ethylimino) methylene) amino)-2-methylpropane-1-sulfonate